FC(C(=O)O)(F)F.O=C1[C@@H]2C[C@@H]2CN1C=1C=C(C=NC1)C(C)N1N=NC(=C1)C(=O)O 1-(1-(5-((1R,5S)-2-oxo-3-azabicyclo[3.1.0]hexan-3-yl)pyridin-3-yl)ethyl)-1H-1,2,3-triazole-4-carboxylic acid, 2,2,2-trifluoroacetate salt